NC1=NC(=C(C=C1C=1C=C2CCNC(C2=CC1)=O)C1=CC(=C(C=C1)OC1CCN(CC1)C(C)C)OC)F 6-(2-amino-6-fluoro-5-(4-((1-isopropylpiperidin-4-yl)oxy)-3-methoxyphenyl)pyridin-3-yl)-3,4-dihydroisoquinolin-1(2H)-one